((1-methyl-1H-1,2,4-triazole-3-yl)methyl)-6-(1H-pyrazol-1-yl)-1-(2,4,5-trifluoro-benzyl)-1,3,5-triazole-2,4(1H,3H)-dione CN1N=C(N=C1)CN1C(N(NC1=O)CC1=C(C=C(C(=C1N1N=CC=C1)F)F)F)=O